tert-Butyl 4-(1-(3-cyano-6-(4-methyl-1-oxa-8-azaspiro[4.5]dec-3-en-8-yl)-2-(trifluoromethyl)pyridin-4-yl)azetidin-3-yl)piperazine-1-carboxylate C(#N)C=1C(=NC(=CC1N1CC(C1)N1CCN(CC1)C(=O)OC(C)(C)C)N1CCC2(C(=CCO2)C)CC1)C(F)(F)F